N-{[4-(2-methyl-2H-indazole-6-sulfonyl)phenyl]methyl}-1H-pyrrolo[3,2-c]pyridine-2-carboxamide CN1N=C2C=C(C=CC2=C1)S(=O)(=O)C1=CC=C(C=C1)CNC(=O)C1=CC=2C=NC=CC2N1